8-(2-ethyl-4-fluorophenyl)-9-(4-((1-(3-fluoropropyl)azetidin-3-ylidene)methyl)phenyl)-6,7-dihydro-5H-benzo[7]annulene-3-carboxylic acid C(C)C1=C(C=CC(=C1)F)C=1CCCC2=C(C1C1=CC=C(C=C1)C=C1CN(C1)CCCF)C=CC(=C2)C(=O)O